1-(2-methoxypyridin-4-yl)urea COC1=NC=CC(=C1)NC(=O)N